6,7-dihydro-2H-pyrido[2,1-a]Isoquinoline-3-carboxylic acid methyl ester COC(=O)C=1CC=C2N(CCC3=CC=CC=C23)C1